(E)-2,4-difluoro-N-(5-(8-fluoro-4-(4-(4-oxopent-2-enoyl)piperazin-1-yl)quinolin-6-yl)-2-methoxypyridin-3-yl)benzenesulfonamide FC1=C(C=CC(=C1)F)S(=O)(=O)NC=1C(=NC=C(C1)C=1C=C2C(=CC=NC2=C(C1)F)N1CCN(CC1)C(\C=C\C(C)=O)=O)OC